NCC(=O)[O-].[Zn+2].NCC(=O)[O-] zinc (dl)-glycinate